C1=CC(=CC=2OC3=C(C21)C=CC=C3)C3=NC(=NC(=N3)C3=CC=CC=C3)C3=CC=C(C=C3)C=3C(=CC(=C(C3)C3=CC=CC=C3)C=3C=NC=CC3)C3=CC=CC=C3 2-(dibenzo[b,d]furan-3-yl)-4-phenyl-6-(5'-phenyl-4'-(pyridin-3-yl)-[1,1':2',1''-terphenyl]-4-yl)-1,3,5-triazine